C(CCCCCCC)(=O)ON(C(C)=O)C(=O)OCC1=CC=CC=C1 N-Cbz-acetamido caprylate